7-methoxy-2-methyl-[1,2,4]triazolo[1,5-a]pyridin-6-amine hydrochloride Cl.COC1=CC=2N(C=C1N)N=C(N2)C